methyl (1r,4r)-4-[[[1-(2-fluoroethyl)-4-[[4-(trifluoromethyl)phenyl]methyl]pyrrolo[2,3-b]pyridine-3-carbonyl]amino]methyl]cyclohexanecarboxylate FCCN1C=C(C=2C1=NC=CC2CC2=CC=C(C=C2)C(F)(F)F)C(=O)NCC2CCC(CC2)C(=O)OC